tert-butyl (2S)-2-((tert-butoxycarbonyl)amino)-4-(2-(1-(trifluoromethyl)-1,3-dihydroisobenzofuran-1-yl)ethylsulfonimidoyl)butanoate C(C)(C)(C)OC(=O)N[C@H](C(=O)OC(C)(C)C)CCS(=O)(=N)CCC1(OCC2=CC=CC=C12)C(F)(F)F